1-(3-((4-(3-amino-6-(2-hydroxyphenyl)pyridazin-4-yl)piperazin-1-yl)methyl)phenyl)dihydropyrimidine-2,4(1H,3H)-dione NC=1N=NC(=CC1N1CCN(CC1)CC=1C=C(C=CC1)N1C(NC(CC1)=O)=O)C1=C(C=CC=C1)O